4-bromo-2-(4-chlorophenyl)-1-ethoxymethyl-5-trifluoromethylpyrrole-3-carbonitrile BrC=1C(=C(N(C1C(F)(F)F)COCC)C1=CC=C(C=C1)Cl)C#N